ClC=1C(=C(C(=O)OCCN(C(C)C)C(C)C)C(=CC1)Cl)OC 2-(dipropan-2-ylamino)ethyl 3,6-dichloro-2-methoxybenzoate